6-indenyl-7-deazaadenine C1(C=CC2=CC=CC=C12)C1(C2=CC=NC2=NC=N1)N